3-[5-(1-{2-azaspiro[3.3]heptan-6-yl}piperidin-4-yl)-3-methyl-2-oxo-1,3-benzodiazol-1-yl]piperidine-2,6-dione C1NCC12CC(C2)N2CCC(CC2)C2=CC1=C(N(C(N1C)=O)C1C(NC(CC1)=O)=O)C=C2